1-phenyl-N-[4-(piperazin-1-yl)-6-(pyrrolidin-1-yl)pyrimidin-2-yl]-1H-pyrazolo[4,3-c]pyridin-6-amine C1(=CC=CC=C1)N1N=CC=2C=NC(=CC21)NC2=NC(=CC(=N2)N2CCNCC2)N2CCCC2